COC=1C(=C2C=CN(C2=C(C1)C)C(=O)OC(C)(C)C)CN1[C@H](CCCC1)C1=C(C=C(C=C1)C(=O)OC)NS(=O)(=O)C tert-Butyl (R)-5-methoxy-4-((2-(4-(methoxycarbonyl)-2-(methylsulfonamido)phenyl)piperidin-1-yl)methyl)-7-methyl-1H-indole-1-carboxylate